FC(CC[C@H](C(=O)O)NC(=O)C1(CCOCC1)C)(CCCCC1=NC=2NCCCC2C=C1)F (R)-5,5-difluoro-2-(4-methyltetrahydro-2H-pyran-4-carboxamido)-9-(5,6,7,8-tetrahydro-1,8-naphthyridin-2-yl)nonanoic acid